6-(3,3,3-trifluoropropoxy)quinazoline FC(CCOC=1C=C2C=NC=NC2=CC1)(F)F